3-((7-(1H-imidazol-2-yl)thieno[3,2-b]pyridin-2-yl)methyl)-6,6-dimethyl-3-azabicyclo[3.1.0]hexane-2,4-dione 2,2,2-trifluoroacetate FC(C(=O)O)(F)F.N1C(=NC=C1)C1=C2C(=NC=C1)C=C(S2)CN2C(C1C(C1C2=O)(C)C)=O